2,5-dichloro-N-(3-ethynyl-2,4-difluorophenyl)-3-(hydroxymethyl)benzenesulfonamide ClC1=C(C=C(C=C1CO)Cl)S(=O)(=O)NC1=C(C(=C(C=C1)F)C#C)F